OC1=C(C(=CC(=C1)C(F)(F)F)C)C=1C=CC=2C(N1)=NN(C2)C21CCC(CC2)(C1)O 4-(6-(2-hydroxy-6-methyl-4-(trifluoromethyl)phenyl)-2H-pyrazolo[3,4-b]pyridin-2-yl)bicyclo[2.2.1]heptan-1-ol